5-(4-(3,3-dimethyl-piperazine-1-carbonyl)phenyl)-7-(trifluoro-methyl)benzofuran CC1(CN(CCN1)C(=O)C1=CC=C(C=C1)C=1C=C(C2=C(C=CO2)C1)C(F)(F)F)C